C(CCCCCCC)C(CCCCCCCC)OC(CCCCCCCOC(=O)[C@H]1N(C[C@@H](C1)O)CCCCCC(OCCCCCCCCCCC)=O)=O (2s,4r)-4-hydroxy-1-(6-oxo-6-undecyloxy-hexyl)pyrrolidine-2-carboxylic acid [8-(1-octylnonyloxy)-8-oxo-octyl] ester